(1S,2r)-2-((1S)-5-bromo-8-(1-(1-isopropyl-1H-1,2,3-triazol-4-yl)ethoxy)-1-((1-oxoisoindolin-2-yl)methyl)-1,2,3,4-tetrahydroisoquinoline-2-carbonyl)cyclohexane-1-carboxylic acid BrC1=C2CCN([C@@H](C2=C(C=C1)OC(C)C=1N=NN(C1)C(C)C)CN1C(C2=CC=CC=C2C1)=O)C(=O)[C@H]1[C@H](CCCC1)C(=O)O